(1R,6S)-N-(4-(cyanomethyl)phenyl)-2,2,6-trimethylcyclohexane-1-carboxamide C(#N)CC1=CC=C(C=C1)NC(=O)[C@H]1C(CCC[C@@H]1C)(C)C